(S)-2-((tert-butoxycarbonyl)((5-nitroindol-2-yl)methyl)amino)4-methylbenzenesulfonic acid ethyl ester C(C)OS(=O)(=O)C1=C(C=C(C=C1)C)N(CC=1NC2=CC=C(C=C2C1)[N+](=O)[O-])C(=O)OC(C)(C)C